(7-(4-aminophenyl)pyrazolo[1,5-a]pyridin-3-yl)(piperidin-1-yl)methanone NC1=CC=C(C=C1)C1=CC=CC=2N1N=CC2C(=O)N2CCCCC2